2-((3-(2-chloro-3-(1,4-benzodioxan-6-yl)anilino)-1-methylpyrazolo[4,5-b]pyridin-6-ylmethylene)amino)-1-acetamidoethane ClC1=C(NC2=NN(C=3C2=NC=C(C3)C=NCCNC(C)=O)C)C=CC=C1C1=CC3=C(OCCO3)C=C1